5-bromo-1-(1-(2,5-dimethyl-1-((tetrahydro-2H-pyran-3-yl)methyl)-1H-pyrrol-3-yl)-1-oxopropan-2-yl)pyridin-2(1H)-one BrC=1C=CC(N(C1)C(C(=O)C1=C(N(C(=C1)C)CC1COCCC1)C)C)=O